OCC1CCC(CC1)N1N=C2C=C(C(=CC2=C1)NC(CC1=NC(=CC=C1)C(F)(F)F)=O)C(=O)OC methyl 2-[4-(hydroxymethyl)cyclohexyl]-5-[[2-[6-(trifluoromethyl)-2-pyridyl] acetyl]amino]indazole-6-carboxylate